ethylenediamine iron salt [Fe].C(CN)N